2-(2-(CYCLOPROPANESULFONAMIDO)PYRIMIDIN-4-YL)BUTANAMIDE C1(CC1)S(=O)(=O)NC1=NC=CC(=N1)C(C(=O)N)CC